C[Ti](NC1CCCCCCC1)(C1(C(=C(C(=C1)C)C)C)C)[SiH2]C1=CC=CC=C1 methylphenylsilyl-(tetramethylcyclopentadienyl)(cyclooctylamino)titanium